C(#N)C1=CC=C(N=N1)N1CC([C@@H](CC1)NC1=C(C=NC=2N1N=C(C2)C2=CC(=NC=C2)C)C(=O)N)(C)C (R)-7-((1-(6-cyanopyridazin-3-yl)-3,3-dimethylpiperidin-4-yl)amino)-2-(2-methylpyridin-4-yl)pyrazolo[1,5-a]pyrimidine-6-carboxamide